[(2-chlorophenyl)diphenylmethyl] ((benzyloxy)carbonyl)-L-lysinate C(C1=CC=CC=C1)OC(=O)N[C@@H](CCCCN)C(=O)OC(C1=CC=CC=C1)(C1=CC=CC=C1)C1=C(C=CC=C1)Cl